tert-butyl (3R,4S)-4-amino-3-fluoropiperidine-1-Carboxylate N[C@@H]1[C@@H](CN(CC1)C(=O)OC(C)(C)C)F